tris(2,4,4-trimethylpentyl)aluminum CC(C[Al](CC(CC(C)(C)C)C)CC(CC(C)(C)C)C)CC(C)(C)C